7-cyclopentyl-N,N-dimethyl-2-((5-((1R,6S)-9-methyl-4-oxo-3,9-diazabicyclo[4.2.1]non-3-yl)pyridin-2-yl)amino)-7H-pyrrolo[2,3-d]pyrimidine-6-carboxamide C1(CCCC1)N1C(=CC2=C1N=C(N=C2)NC2=NC=C(C=C2)N2C[C@H]1CC[C@@H](CC2=O)N1C)C(=O)N(C)C